3-{[tert-butyl-(diphenyl)silyl]oxy}-4-(2-octylcyclopropyl)butan-1-ol C(C)(C)(C)[Si](OC(CCO)CC1C(C1)CCCCCCCC)(C1=CC=CC=C1)C1=CC=CC=C1